C(C=CC=CCCCCCCC=CCCCCC)(=O)O 2,4,12-octadecatrienoic acid